O=C1NC(CCC1N1C(C2=CC=C(C=C2C1=O)CN1CC(C1)N1CCC2=CC(=CC=C12)F)=O)=O 2-(2,6-dioxopiperidin-3-yl)-5-((3-(5-fluoroindolin-1-yl)azetidin-1-yl)methyl)isoindoline-1,3-dione